tetranormalpropoxyzirconium C(CC)O[Zr](OCCC)(OCCC)OCCC